4-(2,5-difluoro-6-methoxy-3-methyl-phenyl)-6-(1-fluoro-1-methyl-ethyl)-1,3,5-triazine-2,4-diamine FC1=C(C(=C(C=C1C)F)OC)C1(NC(=NC(=N1)C(C)(C)F)N)N